B(O)(O)C1=CC=C(C[C@H](N)C(=O)O)C=C1 p-boronophenylalanine